ICC=1C=C(CI)C=CC1 3-iodomethyl-benzyliodide